ClC1=CC(=NC(=C1)N1CCOCC1)C#CCN(C(OC(C)(C)C)=O)C tert-butyl N-{3-[4-chloro-6-(morpholin-4-yl)pyridin-2-yl]prop-2-yn-1-yl}-N-methylcarbamate